N,N'-diethyl-N'-2-chloroethyl-phosphoramide C(C)NP(=O)(N(CCCl)CC)N